FC1(CC1)CN1N=C2N(C(N(CC2=C1)C1CCN(CC1)C1=C(C=CC=C1C)F)=O)CC1=C(C=CC=C1)C(F)(F)F 2-(1-fluoro-cyclopropylmethyl)-5-[1-(2-fluoro-6-methyl-phenyl)-piperidin-4-yl]-7-(2-trifluoromethyl-benzyl)-2,4,5,7-tetrahydro-pyrazolo[3,4-d]pyrimidin-6-one